N-(2-(3-(2-(2-cyanoethoxy)-2-(5-fluoro-2-methoxyphenyl)ethyl)-5-(1-(ethoxyimino)ethyl)-2,6-dioxo-3,6-dihydropyrimidin-1(2H)-yl)ethyl)isobutyramide C(#N)CCOC(CN1C(N(C(C(=C1)C(C)=NOCC)=O)CCNC(C(C)C)=O)=O)C1=C(C=CC(=C1)F)OC